5-(4-(1-(2-(4-(4-(2,6-Dioxopiperidin-3-yl)phenyl)piperidin-1-yl)ethyl)piperidin-4-yl)piperazin-1-yl)-2-((S)-1-(3-ethoxy-4-methoxyphenyl)-2-(methylsulfonyl)ethyl)isoindoline-1,3-dione O=C1NC(CCC1C1=CC=C(C=C1)C1CCN(CC1)CCN1CCC(CC1)N1CCN(CC1)C=1C=C2C(N(C(C2=CC1)=O)[C@H](CS(=O)(=O)C)C1=CC(=C(C=C1)OC)OCC)=O)=O